N-(1,3-difluoro-2,4-dimethylpentan-1,3-dien-1-yl)-1-(1-methoxyisoquinolin-5-yl)-5-(trifluoromethyl)-1H-pyrazole-4-carboxamide FC(=C(C(=C(C)C)F)C)NC(=O)C=1C=NN(C1C(F)(F)F)C1=C2C=CN=C(C2=CC=C1)OC